monon-pentyl-zirconium C(CCCC)[Zr]